C1=CC=CC=2C1=C1CC3=CC=CC=C3OC1=CC2 Benzo[a]Xanthene